tert-butyl 4-(4-bromothiazol-2-yl)piperazine-1-carboxylate BrC=1N=C(SC1)N1CCN(CC1)C(=O)OC(C)(C)C